C(C=C)(=O)OCCN1C(C2C(C1=O)CCCC2)=O N-acryloyloxyethyl-hexaHydrophthalimide